[Na+].FC1=CC=C(C=C1)C1=C(C(=NC(=C1COC)C(C)C)C(C)C)/C=C/[C@H](C[C@H](CC(=O)[O-])O)O (+)-(3R,5S,6E)-7-[4-(4-fluorophenyl)-2,6-diisopropyl-5-methoxymethylpyridin-3-yl]-3,5-dihydroxy-6-heptenoic acid monosodium salt